ClC1=CC=C(C(=N1)C=1C=NN(C1)C1CN(CC1)C)NC(C)C=1C=C(C=C2C(N3CCCN4N=CC(C12)=C43)=O)C 10-(1-((6-chloro-2-(1-(1-methylpyrrolidin-3-yl)-1H-pyrazol-4-yl)pyridin-3-yl)amino)ethyl)-8-methyl-4,5-dihydro-3H,6H-2,2a,5a-triazaaceanthrylen-6-one